Cl.ClC1=C(C(=CC=C1)Cl)C=1C=C2C(=NNC2=CC1)NC(CC1CCNCC1)=O N-[5-(2,6-dichlorophenyl)-1H-indazol-3-yl]-2-(piperidin-4-yl)acetamide hydrochloride